3-(1-(3-(2-chloro-4-fluoro-phenyl)-propyl)-3-dimethylaminomethyl-4-hydroxy-piperidin-4-yl)benzamide ClC1=C(C=CC(=C1)F)CCCN1CC(C(CC1)(O)C=1C=C(C(=O)N)C=CC1)CN(C)C